(3R,4S,6Z,9Z)-3,4-epoxy-octadecadienol C(=CC1=C(CCCCCCCCCCCCCC)O1)O